acryloxybutylphosphono acetate C(C)(=O)OP(=O)(OCCCCOC(C=C)=O)O